3-(3-(trifluoromethyl)phenyl)urea FC(C=1C=C(C=CC1)NC(N)=O)(F)F